C(CCCCCCCCCCCCCC=CCC=CCCCCC)(=O)O Tetracosa-15,18-dienoic acid